(R)-7-(4-bromo-3-(trifluoromethyl)benzoyl)-6-methyl-3-(1-methyl-1H-benzo[d][1,2,3]triazol-5-yl)-2-thioxo-2,3,5,6,7,8-hexahydropyrido[3,4-d]pyrimidin-4(1H)-one BrC1=C(C=C(C(=O)N2CC=3NC(N(C(C3C[C@H]2C)=O)C2=CC3=C(N(N=N3)C)C=C2)=S)C=C1)C(F)(F)F